C(C)OC(\C=C\[C@@H](C)[C@H]1CC[C@H]2[C@@H]3[C@H]4[C@@H](C5=CC(CC[C@]5(C)[C@H]3CC[C@]12C)=O)O4)=O (6α,7α,22E)-6,7-epoxy-3-oxo-4,22-choladien-24-oic Acid Ethyl Ester